OC1CN(C1)C(=O)OC1CCC(CC1)C(N(C1=NC=CC(=C1)C=1C=NN(C1)C(CC)(CC)C)CC12CCC(CC1)(CC2)C2=CC(=C(C=C2)OC)C)=O 4-(((4-(4-Methoxy-3-methylphenyl)bicyclo[2.2.2]octan-1-yl)methyl)(4-(1-(3-methylpentan-3-yl)-1H-pyrazol-4-yl)pyridin-2-yl) carbamoyl)cyclohexyl trans-3-hydroxyazetidine-1-carboxylate